CN([C@]1(CN(CCC1)C1=CC(=C(C=C1F)S(=O)(=O)NC1=NC=NC=C1)F)CCC1=CC(=CC=C1)C(F)(F)F)C (R)-4-(3-(Dimethylamino)-3-(3-(trifluoromethyl)phenethyl)-piperidin-1-yl)-2,5-difluoro-N-(pyrimidin-4-yl)benzenesulfonamide